NC1=NC2=CC=CC=C2C=C1C(=O)N(CCC)CCC amino-N,N-dipropylquinoline-3-carboxamide